tert-butyl 6-(4-(4-((11-cyclopentyl-5-methyl-6-oxo-6,11-dihydro-5H-benzo[e]pyrimido[5,4-b][1,4]diazepin-2-yl)amino)benzoyl)piperazin-1-yl)hexanoate C1(CCCC1)N1C2=C(N(C(C3=C1C=CC=C3)=O)C)C=NC(=N2)NC2=CC=C(C(=O)N3CCN(CC3)CCCCCC(=O)OC(C)(C)C)C=C2